(R)-N-(3-(2-methoxy-3-(1-(tetrahydrofuran-3-yl)-1H-pyrazol-4-yl)phenyl)-1-methyl-1H-pyrazolo[3,4-c]pyridin-5-yl)cyclopropanecarboxamide COC1=C(C=CC=C1C=1C=NN(C1)[C@H]1COCC1)C1=NN(C2=CN=C(C=C21)NC(=O)C2CC2)C